C(C)(C)(C)OC(=O)NCCCN1N=C2C=CC=CC2=C1C(=O)O 2-(3-((tert-butoxycarbonyl)amino)propyl)-2H-indazole-3-carboxylic acid